FC(C1=CC=C(C=C1)C1=CC(=CC(=C1)N)N)(F)F 4'-trifluoromethyl-3,5-diaminobiphenyl